C1(=CC=CC=C1)C#CC1=CC=CC=C1 Diphenyl-acetylene